tert-butyl (5-chloro-3-isopropylpyrazolo[1,5-a]pyrimidin-7-yl)(3-methyl-4-(pyridin-2-yl)benzyl)carbamate ClC1=NC=2N(C(=C1)N(C(OC(C)(C)C)=O)CC1=CC(=C(C=C1)C1=NC=CC=C1)C)N=CC2C(C)C